NCC(C(O)C1=CC(=CC=C1)Cl)(C)C 3-amino-1-(3-chlorophenyl)-2,2-dimethylpropan-1-ol